OC1=CC=C(C=C1)C(C=CC1=CC=C(C=C1)C(C)C)=O 1-(4-Hydroxyphenyl)-3-(4-propan-2-ylphenyl)prop-2-en-1-one